N-[(1R,3S)-3-[(7S)-7-ethoxy-5,6,7,8-tetrahydro-[1,2,4]triazolo[4,3-a]pyridin-3-yl]cyclohexyl]-4-(oxetan-3-yloxy)-5-(trifluoromethyl)pyrimidin-2-amine C(C)O[C@@H]1CC=2N(CC1)C(=NN2)[C@@H]2C[C@@H](CCC2)NC2=NC=C(C(=N2)OC2COC2)C(F)(F)F